(3-{4-[3-(azetidin-1-yl)prop-1-yn-1-yl]-2-fluorophenoxy}propyl)-2-{3-[(1,3-benzothiazol-2-yl)amino]-4-methyl-5H,6H,7H,8H-pyrido[2,3-c]pyridazin-8-yl}-1,3-thiazole-4-carboxylic acid N1(CCC1)CC#CC1=CC(=C(OCCCC2=C(N=C(S2)N2CCCC3=C2N=NC(=C3C)NC=3SC2=C(N3)C=CC=C2)C(=O)O)C=C1)F